FC(OC1=C(C(=O)N[C@H]2[C@H](C2)F)C(=CC(=C1)C=1N(N=C2C=C(C=C(C12)C(F)F)C=1C=NN(C1)C)C)OC)F 2-(difluoromethoxy)-4-[4-(difluoromethyl)-2-methyl-6-(1-methylpyrazol-4-yl)indazol-3-yl]-N-[(1R,2S)-2-fluorocyclopropyl]-6-methoxybenzamide